But-3-yn-1-yl-{6-[({[(Z)-(1-methyl-1H-tetrazol-5-yl)(phenyl)methylen]amino}oxy)-methyl]pyridin-2-yl}carbamat C(CC#C)OC(NC1=NC(=CC=C1)CO\N=C(\C1=CC=CC=C1)/C1=NN=NN1C)=O